4-(Benzyloxy)-6-methyl-2-(prop-1-en-2-yl)pyrimidine cyclopropylmethyl-1',2'-dihydrospiro[piperidine-4,3'-pyrazolo[1,5-a]imidazole]-1-carboxylate C1(CC1)COC(=O)N1CCC2(CNC=3N2N=CC3)CC1.C(C1=CC=CC=C1)OC1=NC(=NC(=C1)C)C(=C)C